4-[5-methyl-3-(trifluoromethyl)pyrazol-1-yl]benzonitrile CC1=CC(=NN1C1=CC=C(C#N)C=C1)C(F)(F)F